C(C)(C)(C)OC(=O)N=[S@@](=O)(C=1C(=NC(=CC1)C)O[C@H]1C[C@H](CCC1)CCNC1CCC(CC1)(C)C#N)N1[C@@H](CCC1)C(=O)O ((S)-N-(tert-butoxycarbonyl)-2-(((1R,3R)-3-(2-(((1s,4S)-4-cyano-4-methylcyclohexyl)amino)ethyl)cyclohexyl)oxy)-6-methylpyridine-3-sulfonimidoyl)-L-proline